COC=1N=C(SC1)C=O 4-methoxythiazole-2-carbaldehyde